COCN1C2=C(OC=3C(C1=O)=NN(C3)C=3C=NC=CC3)N=CC=C2 9-(methoxymethyl)-2-(pyridin-3-yl)-2H-pyrazolo[3,4-f]pyrido[2,3-b][1,4]oxazepin-10(9H)-one